4-(5-((2R,3S,4S,5R)-3-(3,4-difluoro-2-methoxyphenyl)-4,5-dimethyl-5-(trifluoromethyl)tetrahydrofuran-2-carboxamido)-1-oxoisoindolin-2-yl)-1H-pyrazole-1-carboxylic acid tert-butyl ester C(C)(C)(C)OC(=O)N1N=CC(=C1)N1C(C2=CC=C(C=C2C1)NC(=O)[C@@H]1O[C@]([C@H]([C@H]1C1=C(C(=C(C=C1)F)F)OC)C)(C(F)(F)F)C)=O